2-nitro-1,1'-binaphthyl [N+](=O)([O-])C1=C(C2=CC=CC=C2C=C1)C1=CC=CC2=CC=CC=C12